CN(CCCOC(=O)OC(CCC(=O)OC(CCCC=CCC=CCC=CCCCCCCCC(=O)[O-])CCCC=CCC=CC\C=C/CCCCCCCC(=O)[O-])CCCCCCCCCCCC)C (Z)-2-((4-(((3-(dimethylamino)propoxy)carbonyl)oxy)hexadecanoyl)oxy)propane-1,3-diylbis(octadeca-9,12,15-trienoate)